BrC1=CC2=C(N=CN=C2N2CC(C(C2)(F)F)O)S1 (6-bromothieno[2,3-d]pyrimidin-4-yl)-4,4-difluoro-pyrrolidin-3-ol